Cl.CNCCC(C)C N,3-dimethylbutylamine hydrochloride